methyl (2R)-2-anilinobutanoate N(C1=CC=CC=C1)[C@@H](C(=O)OC)CC